C(C)(C)(C)OC(=O)N(C1CCN(CC1)C(=O)OCC1(CN(C1)C(=O)OC(C)(C)C)F)C1=CC(=NC=2N1N=CC2C(C)C)C2CC2 (1-(tert-butoxycarbonyl)-3-fluoroazetidine-3-yl)methyl 4-((tert-butoxycarbonyl)(5-cyclopropyl-3-isopropylpyrazolo[1,5-a]pyrimidin-7-yl)amino)piperidine-1-carboxylate